2-[4-[3-[5-(Hydroxymethyl)-3-pyridyl]isoxazolidine-2-carbonyl]-1-piperidyl]pyrimidine-4-carbonitrile OCC=1C=C(C=NC1)C1N(OCC1)C(=O)C1CCN(CC1)C1=NC=CC(=N1)C#N